O1C(OCC=C1)[C@H](CC(=O)O)C(C)C (R)-3-(1,3-dioxain-2-yl)-4-methylpentanoic acid